FC(C=1C(=CC=C2N=C(C(NC12)=O)C)CO)F 8-(difluoromethyl)-7-(hydroxymethyl)-3-methyl-1H-quinoxalin-2-one